N-(4-chloro-1-methyl-3-(trifluoromethyl)-1H-pyrazol-5-yl)benzamide ClC=1C(=NN(C1NC(C1=CC=CC=C1)=O)C)C(F)(F)F